ClC=1SC(=C(N1)C(=O)O)NC(C)C1=C2N=C(C(=NC2=CC(=C1)C)C#N)N1CCC(CC1)(F)F 2-chloro-5-((1-(2-cyano-3-(4,4-difluoropiperidin-1-yl)-7-methylquinoxalin-5-yl)ethyl)amino)thiazole-4-carboxylic acid